4-(1,1,3,3-tetramethyl-butyl)phenol CC(CC(C)(C)C)(C)C1=CC=C(C=C1)O